C(C1=CC=CC=C1)OC(=O)N1CC(CCC1)N 3-aminopiperidine-1-carboxylic acid benzyl ester